1-[6,7-Dimethyl-4-(methylamino)-1,3-dihydro-2H-pyrrolo[3,4-c]pyridin-2-yl]-3-(1H-pyrazol-4-yl)propan-1-on CC1=C(C2=C(C(=N1)NC)CN(C2)C(CCC=2C=NNC2)=O)C